4-Mercaptobutyltrimethoxysilane SCCCC[Si](OC)(OC)OC